ethyl 2-(3-bromopyrazolo[1,5-a]pyridin-5-yl)-4-cyclopropyl-thiazole-5-carboxylate BrC=1C=NN2C1C=C(C=C2)C=2SC(=C(N2)C2CC2)C(=O)OCC